C(C)(=O)O[C@]1(C(C(=C2C=C(N(C=C2C1=O)C1=CC=C(C=C1)C1=CC=CC=C1)\C=C\C(=C\[C@H](CC)C)\C)Cl)=O)C (R)-2-([1,1'-biphenyl]-4-yl)-5-chloro-3-((S,1E,3E)-3,5-dimethylhepta-1,3-dien-1-yl)-7-methyl-6,8-dioxo-2,6,7,8-tetrahydroisoquinolin-7-yl acetate